C(C)(C)(C)OC(N[C@]1(CN(CC1)C=1C(N(C=C(C1)Br)C)=O)C)=O (R)-(1-(5-bromo-1-methyl-2-oxo-1,2-dihydropyridin-3-yl)-3-methylpyrrolidin-3-yl)carbamic acid tert-butyl ester